2-(2,6-dioxopiperidin-3-yl)-5-(1-(3-(4-(2-(4-(2-(4-fluorophenyl)-6-hydroxybenzo[b]thiophene-3-carbonyl)phenoxy)ethyl)piperazin-1-yl)propyl)piperidin-4-yl)isoindoline-1,3-dione O=C1NC(CCC1N1C(C2=CC=C(C=C2C1=O)C1CCN(CC1)CCCN1CCN(CC1)CCOC1=CC=C(C=C1)C(=O)C=1C2=C(SC1C1=CC=C(C=C1)F)C=C(C=C2)O)=O)=O